C(C1=CC=CC=C1)OC1=C(C=C(C=C1)C1=C(N=C(S1)NC(=O)C1N2C=CC=C2C(CC1)=O)C)F N-[5-(4-benzyloxy-3-fluorophenyl)-4-methylthiazol-2-yl]-8-oxo-6,7-dihydro-5H-indolizine-5-carboxamide